C(CCC=CCCCCCC)=O 4-undecen-1-aldehyde